N-(3'-((6-((1-acryloyl-piperidin-4-yl)oxy)-7-methoxy-quinazolin-4-yl)amino)-4'-methoxy-[1,1'-biphenyl]-3-yl)acrylamide C(C=C)(=O)N1CCC(CC1)OC=1C=C2C(=NC=NC2=CC1OC)NC=1C=C(C=CC1OC)C1=CC(=CC=C1)NC(C=C)=O